5-(4-(azetidin-3-ylmethyl)-3,5-dimethylpiperazin-1-yl)-2-(2,6-dioxopiperidin-3-yl)isoindoline-1,3-dione N1CC(C1)CN1C(CN(CC1C)C=1C=C2C(N(C(C2=CC1)=O)C1C(NC(CC1)=O)=O)=O)C